(1s,4s)-4-(8-(2-(Dimethylamino)ethoxy)-5-methyl-2-oxo-1,2-dihydroquinazolin-3(4H)-yl)-N-(3-methoxy-4-methylphenyl)cyclohexanecarboxamide CN(CCOC=1C=CC(=C2CN(C(NC12)=O)C1CCC(CC1)C(=O)NC1=CC(=C(C=C1)C)OC)C)C